CN1N=CC(=C1CCOC1OCCCC1)N 1-methyl-5-[2-(tetrahydro-2H-pyran-2-yloxy)ethyl]-1H-pyrazol-4-amine